C(C)OC1=C(C=CC=C1)C1CCN(CC1)[C@H]1CC2(CN(C2)C(=O)C2(CC2)F)CC1 (R)-(6-(4-(2-ethoxyphenyl)piperidin-1-yl)-2-azaspiro[3.4]octan-2-yl)(1-fluorocyclopropyl)methanone